1-(2-((4-((2-fluoro-3-nitrobenzyl)sulfonyl)phenyl)thio)-5-methoxy-6-((5-methyl-1H-pyrazol-3-yl)amino)pyrimidin-4-yl)piperidin-4-ol FC1=C(CS(=O)(=O)C2=CC=C(C=C2)SC2=NC(=C(C(=N2)N2CCC(CC2)O)OC)NC2=NNC(=C2)C)C=CC=C1[N+](=O)[O-]